C(C)(C)(C)C=1C=C(C=CC1)[C@H](C)NC(=O)C=1C=C2C(=C(N(C2=CC1)CC=1C=C(O[C@H](C(=O)OC)C)C=CC1Cl)C)C (S)-Methyl 2-(3-((5-(((S)-1-(3-(tert-butyl)phenyl)ethyl)carbamoyl)-2,3-dimethyl-1H-indol-1-yl)methyl)-4-chlorophenoxy)propanoate